COC1=CC=C(C=C1)N1CC2CC(CC(C1)N2C)=O 2-methoxy-5-(9-methyl-3-oxo-7,9-diazabicyclo[3.3.1]nonan-7-yl)benzene